9,9-bis[4-phenyl-3-(2-hydroxyethoxy)phenyl]fluorene C1(=CC=CC=C1)C1=C(C=C(C=C1)C1(C2=CC=CC=C2C=2C=CC=CC12)C1=CC(=C(C=C1)C1=CC=CC=C1)OCCO)OCCO